FC1([C@@H](CN(CC1)[C@H](C(=O)NC=1SC2=C(N1)C=C1C(=C2)OC(O1)(F)F)C)C1=NC=NN1)F (S)-2-((S)-4,4-difluoro-3-(1H-1,2,4-triazol-5-yl)piperidin-1-yl)-N-(2,2-difluoro-[1,3]dioxolo[4',5':4,5]benzo[1,2-d]thiazol-6-yl)propanamide